ClC=1C(=C(C=CC1)[C@@H]1CN(CC12CCC2)C(=O)C2=CN=CC(N2)=O)F (R)-6-(8-(3-chloro-2-fluorophenyl)-6-azaspiro[3.4]octane-6-carbonyl)pyrazin-2(1H)-one